C(C)OC(=O)C1=CC(=NN1COCC[Si](C)(C)C)C(CC(C1=CC=CC=C1)O)O[Si](C)(C)C(C)(C)C 3-(1-((tert-Butyldimethylsilyl)oxy)-3-hydroxy-3-phenylpropyl)-1-((2-(trimethylsilyl)ethoxy)methyl)-1H-pyrazole-5-carboxylic acid ethyl ester